CN1N(C2=NC(=NC=C2C1=O)NC=1C=C2C=CN(C2=CC1)C)C1=NC(=CC=C1)OC1CCN(CC1)C 2-methyl-6-((1-methyl-1H-indol-5-yl)amino)-1-(6-((1-methylpiperidin-4-yl)oxy)pyridin-2-yl)-1,2-dihydro-3H-pyrazolo[3,4-d]pyrimidin-3-one